The molecule is a monosaccharide sulfate that is D-glucopyranose carrying a single sulfo substituent at position 6. It derives from a D-glucopyranose. It is a conjugate acid of a D-glucopyranose 6-sulfate(1-). C([C@@H]1[C@H]([C@@H]([C@H](C(O1)O)O)O)O)OS(=O)(=O)O